3,4,5-trichloro-2,6-dibromoaniline ClC=1C(=C(N)C(=C(C1Cl)Cl)Br)Br